C1(=CC=C(C=C1)C(CNCCO)O)C p-tolyl-iminodiethanol